3-(1-Methylpyrazol-3-yl)propanoic acid CN1N=C(C=C1)CCC(=O)O